N[C@H](C(=O)OC)CC(=C)C methyl (S)-2-amino-4-methylpent-4-enoate